[N+](=O)([O-])C1=C(C=CN2CCCC2)C=CC(=C1)OC1OCCCC1 1-(2-nitro-4-((tetrahydro-2H-pyran-2-yl)oxy)styryl)pyrrolidine